C[C@H]1NCC[C@@H]1O (2r,3s)-2-methylpyrrolidin-3-ol